CC1=C(C=C(C(=C1)SC1=CC(=CC=C1)OC(C(F)F)(F)F)C)N=CN(C)CC N'-(2,5-dimethyl-4-([3-(1,1,2,2-tetrafluoroethoxy)phenyl]sulfanyl)phenyl)-N-ethyl-N-methylimidoformamide